[S].[Ca] calcium mono-sulfur